hydroxy-3-phenylpropane-2-amine iodide [I-].OCC(CC1=CC=CC=C1)N